ClC=1C(=C(C=CC1F)NC=1C2=C(N=CN1)C=CC(=N2)[C@@H]2CN(CCC2)C(C=C)=O)F (S)-1-(3-(4-((3-chloro-2,4-difluorophenyl)amino)pyrido[3,2-d]pyrimidin-6-yl)piperidin-1-yl)prop-2-en-1-one